N-[(1s,4s)-4-{[2,6-bis(trifluoromethyl)pyridin-4-yl]amino}cyclohexyl]-1,3-benzothiazole-7-carboxamide FC(C1=NC(=CC(=C1)NC1CCC(CC1)NC(=O)C1=CC=CC=2N=CSC21)C(F)(F)F)(F)F